6-chloro-8-(4,4-difluorocyclohexyl)imidazo[1,2-b]pyridazine ClC=1C=C(C=2N(N1)C=CN2)C2CCC(CC2)(F)F